C12(CCC(CC1)(CC2)C(C)O)C(C)O 1,1'-(bicyclo[2.2.2]octane-1,4-diyl)bis(ethane-1-ol)